O=C1NCCCCCC1NC1=NC=2C=CC=CC2C=2N1N=CN2 5-{[2-oxoazocan-3-yl]amino}[1,2,4]triazolo[1,5-c]quinazolin